OCCN(C1=CC=C(C=C1)N)CC(C)O N-(2-hydroxy-ethyl)-N-(4-amino-phenyl)-amino-2-propanol